N-(4-[[2-(2,6-dioxopiperidin-3-yl)-1,3-dioxoisoindol-5-yl]amino]butyl)-4-[(2S)-2-[(1-methanesulfonylpyrrol-3-yl)formamido]-2-[(4-phenyl-1,3-thiazol-2-yl)carbamoyl]ethoxy]butanamide O=C1NC(CCC1N1C(C2=CC=C(C=C2C1=O)NCCCCNC(CCCOC[C@@H](C(NC=1SC=C(N1)C1=CC=CC=C1)=O)NC(=O)C1=CN(C=C1)S(=O)(=O)C)=O)=O)=O